perfluorododecanoyl-sulfonic acid FC(C(=O)S(=O)(=O)O)(C(C(C(C(C(C(C(C(C(C(F)(F)F)(F)F)(F)F)(F)F)(F)F)(F)F)(F)F)(F)F)(F)F)(F)F)F